[Au+3].SC(CCS(=O)(=O)[O-])CS.SC(CCS(=O)(=O)[O-])CS.SC(CCS(=O)(=O)[O-])CS 3,4-dimercaptobutanesulfonic acid gold salt